ClC1=CC2=C(C=N1)C(=NN2C(C2=CC=CC=C2)(C2=CC=CC=C2)C2=CC=CC=C2)C 6-Chloro-3-methyl-1-trityl-pyrazolo[4,3-c]pyridine